N1=C(C(=C(C=C1C)C)[2H])C collidine-d